5-fluoro-8-(4-fluorophenyl)-9-(5-methyl-1H-pyrazol-1-yl)-8,9-dihydro-2H-pyrido[4,3,2-de]phthalazin-3(7H)-one FC=1C=C2C=3C(=NNC(C3C1)=O)C(C(N2)C2=CC=C(C=C2)F)N2N=CC=C2C